methyl 1-amino-4-(benzyloxy)-7-bromo-8-chloroisoquinoline-3-carboxylate NC1=NC(=C(C2=CC=C(C(=C12)Cl)Br)OCC1=CC=CC=C1)C(=O)OC